1-[(2S)-2-[3-(4,4,5,5-tetramethyl-1,3,2-dioxaborolan-2-yl)phenoxy]propyl]-1H-tetrazole CC1(OB(OC1(C)C)C=1C=C(O[C@H](CN2N=NN=C2)C)C=CC1)C